1-((5-(2-(4,5-Dichloro-6-oxopyridazin-1(6H)-yl)acetamido)-2-methylphenyl)sulfonyl)azetidine-3-carboxamide ClC=1C=NN(C(C1Cl)=O)CC(=O)NC=1C=CC(=C(C1)S(=O)(=O)N1CC(C1)C(=O)N)C